methyl 5-amino-4-chloro-2-methylbenzo[d]thiazole-6-carboxylate NC=1C(=CC2=C(N=C(S2)C)C1Cl)C(=O)OC